3,2-oxazol C1=NOC=C1